1-[2-[(8-Ethoxy-4-tricyclo[5.2.1.02,6]decanyl)sulfanyl]-3,3-dimethyl-cyclohexyl]pent-4-en-1-one C(C)OC1C2C3CC(CC3C(C1)C2)SC2C(CCCC2(C)C)C(CCC=C)=O